ClC=1C=2N(C=CN1)C(=C(C2C2=CC=C(C=C2)OC)C2=CC=C(C=C2)[N+](=O)[O-])C 1-chloro-8-(4-methoxyphenyl)-6-methyl-7-(4-nitrophenyl)pyrrolo[1,2-a]pyrazine